N-(3-aminopropyl)-2-methylcyclohexylamine NCCCNC1C(CCCC1)C